NCC=1C=C2CN(C(C2=CC1C)=O)C1C(NC(CC1)=O)=O 3-[5-(aminomethyl)-6-methyl-1-oxo-2,3-dihydro-1H-isoindol-2-yl]piperidine-2,6-dione